C(C)OC(=O)C=1C=NN(C1)CC1=CC(=C(C=C1)C1=NOC(=N1)C(F)(F)F)F 1-[[3-fluoro-4-[5-(trifluoromethyl)-1,2,4-oxadiazol-3-yl]phenyl]methyl]pyrazole-4-carboxylic acid ethyl ester